[Si](C)(C)(C(C)(C)C)N=S(=O)(N)C=1SC(=CC1F)C(C)(C)O N'-(tert-butyldimethylsilyl)-3-fluoro-5-(2-hydroxypropan-2-yl)thiophene-2-sulfonimidamide